NC1=C(C=C2C(=N1)N(N=C2)C2=NC=C(C(=C2)N[C@H](C)C#N)N2N=NC(=C2)C2CCC(CC2)CCO)C#N 6-amino-1-(4-(((R)-1-cyanoethyl)amino)-5-(4-((1r,4R)-4-(2-hydroxyethyl)cyclohexyl)-1H-1,2,3-triazol-1-yl)pyridin-2-yl)-1H-pyrazolo[3,4-b]pyridine-5-carbonitrile